C1(=CC=CC=C1)NC(=O)C1(CC1)C(=O)N N'-phenylcyclopropane-1,1-dicarboxamide